C1=CC=CC=2C3=CC=CC=C3N(C12)C1=C(C(=CC(=C1)C)C1=C(C=CC(=C1)F)OC[Ge](C(C)C)(C(C)C)COC1=C(C=C(C=C1)F)C1=C(C(=CC(=C1)C)N1C2=CC=CC=C2C=2C=CC=CC12)O)O 2-carbazol-9-yl-6-[2-[[[2-(3-carbazol-9-yl-2-hydroxy-5-methylphenyl)-4-fluoro-phenoxy]methyl-diisopropyl-germyl]methoxy]-5-fluoro-phenyl]-4-methyl-phenol